1-((2R,3R,4R,5R)-5-((bis(4-methoxyphenyl)(phenyl)methoxy)methyl)-4-((tert-butyldimethylsilyl)oxy)-3-(ethylthio)tetrahydrofuran-2-yl)pyrimidine COC1=CC=C(C=C1)C(OC[C@@H]1[C@H]([C@H]([C@@H](O1)N1CN=CC=C1)SCC)O[Si](C)(C)C(C)(C)C)(C1=CC=CC=C1)C1=CC=C(C=C1)OC